C(C1=CC=CC=C1)NCC(COC1=CC(=CC=C1)C(F)(F)F)O (benzylamino)-3-(3-(trifluoromethyl)phenoxy)propan-2-ol